1-[6-({4-methyl-1-[6-(trifluoromethyl)pyridin-3-yl]-1H-1,2,3-triazol-5-yl}methoxy)-1,2,3,4-tetrahydro-2,7-naphthyridin-2-yl]ethan-1-one CC=1N=NN(C1COC=1C=C2CCN(CC2=CN1)C(C)=O)C=1C=NC(=CC1)C(F)(F)F